5-amino-N-(2-methyl-1-(3-phenylbicyclo[1.1.1]pentan-1-yl)propyl)nicotinamide NC=1C=NC=C(C(=O)NC(C(C)C)C23CC(C2)(C3)C3=CC=CC=C3)C1